CON1CC=CN1 methoxypyrazoline